5-(4-(3,3-difluoroazetidin-1-yl)phenyl)oxazole FC1(CN(C1)C1=CC=C(C=C1)C1=CN=CO1)F